CC=1C=C(C=CC1)C1=CC=C(C=C1)C1CN(C1)C(=O)N1C[C@@H]2[C@@H](OCC(N2)=O)CC1 (4aR,8aS)-6-(3-(3'-Methyl-[1,1'-biphenyl]-4-yl)azetidine-1-carbonyl)hexahydro-2H-pyrido[4,3-b][1,4]oxazin-3(4H)-one